7-methyl-1,4-dioxaspiro[4.4]non-6-en-6-yl acetate C(C)(=O)OC=1C2(OCCO2)CCC1C